FC(C(=O)O)(F)F.NC=1C=2N(C=C(N1)C(F)(F)F)C(=CN2)C=2C=C1CNC(C1=CC2)=O 5-(8-Amino-6-(trifluoromethyl)imidazo[1,2-a]pyrazin-3-yl)isoindolin-1-one trifluoroacetate salt